FC1=C(C=C(C=C1)F)[C@H]1OC[C@@H](C([C@@H]1N)CC)N1CC2=NN(C=C2C1)S(=O)(=O)C (2R,3S,5R)-2-(2,5-difluorophenyl)-4-ethyl-5-(2-methylsulfonyl-4,6-dihydropyrrolo[3,4-c]pyrazol-5-yl)tetrahydropyran-3-amine